N1C(=CC2=CC=CC=C12)C(=O)N1CC=2N(CC1)C=NC2C(=O)N[C@@H](C(F)(F)F)C 7-(1H-indole-2-carbonyl)-N-[(2R)-1,1,1-trifluoropropan-2-yl]-5H,6H,7H,8H-imidazo[1,5-a]pyrazine-1-carboxamide